C(C)NC(=O)C1=CC2=C(C(N(C=C2C2=C(C=CC(=C2)C(C)(C)O)OC2=C(C=C(C=C2C)F)C)C)=O)S1 n-ethyl-4-(2-(4-fluoro-2,6-dimethylphenoxy)-5-(2-hydroxypropan-2-yl)phenyl)-6-methyl-7-oxo-6,7-dihydrothieno[2,3-c]pyridine-2-carboxamide